C1(=CC=CC=C1)C[Zr](C(=C)C1CCCC1)(C1C2=CC(=CC=C2C=2C=CC(=CC12)C(C)(C)C)C(C)(C)C)C1C=CC=C1 (Phenyl)(cyclopentyl)methylene(cyclopentadienyl)(2,7-di-tert-butylfluoren-9-yl)dimethylzirconium